OC(C)(C)C1=CC=CC=2C=3N(C(=NC12)N[C@H]1C(NCCCC1)=O)N=C(N3)C=3C=NN(C3)C (3R)-3-{[7-(2-hydroxypropan-2-yl)-2-(1-methyl-1H-pyrazol-4-yl)[1,2,4]triazolo[1,5-c]quinazolin-5-yl]amino}azepan-2-one